FC=1C=C(C=C(C1)F)[C@H]1N(OCC1)C(=O)[C@@H]1CC[C@H](CC1)CN1C=NC(=C1C)C trans-((S)-3-(3,5-difluorophenyl)isoxazolidin-2-yl)(4-((4,5-dimethyl-1H-imidazol-1-yl)methyl)cyclohexyl)methanone